Acetyl-2',3',5'-tri-O-acetyladenosine C(C)(=O)[C@@]1([C@H](OC(C)=O)[C@H](OC(C)=O)[C@@H](COC(C)=O)O1)N1C=NC=2C(N)=NC=NC12